(S)-N2-{4-[(3-fluorobenzyl)oxy]benzyl}serinamide FC=1C=C(COC2=CC=C(CN[C@@H](CO)C(=O)N)C=C2)C=CC1